NC=1C=2N(C=CN1)C(=NC2C2=CC=C(C(=O)NC1=NC=CC=C1)C=C2)[C@H]2N(CCC2)C(C(=C)C)=O (S)-4-(8-amino-3-(1-methacryloylpyrrolidin-2-yl)imidazo[1,5-a]pyrazin-1-yl)-N-(pyridin-2-yl)benzamide